CCCCCCCCCCCCC(CCCCC)=O (Z)-13-octadecanal